tert-butyl 3-oxospiro[1-benzofuran-2,4'-piperidine]-1'-carboxylate O=C1C2=C(OC13CCN(CC3)C(=O)OC(C)(C)C)C=CC=C2